OCCC1SCCCC1 hydroxyethyl-Thian